(S)-5-((5-(4-chloro-2-methoxy-6-(pyrrolidin-3-ylmethoxy)phenyl)-1H-pyrazol-3-yl)amino)pyrazine-2-carbonitrile ClC1=CC(=C(C(=C1)OC[C@@H]1CNCC1)C1=CC(=NN1)NC=1N=CC(=NC1)C#N)OC